ClC1=C(C=CC=C1NC(=O)C1=NN2C(C(CCC2)N2CCC(CC2)C(=O)O)=C1)C1=C(C(=CC=C1)NC(C1=NC=C(C=C1)CNCCO)=O)Cl 1-(2-((2,2'-dichloro-3'-(5-(((2-hydroxyethyl)amino)methyl)picolinamido)-[1,1'-biphenyl]-3-yl)carbamoyl)-4,5,6,7-tetrahydropyrazolo[1,5-a]pyridin-4-yl)piperidine-4-carboxylic acid